5-Ethoxy-4-methyl-6-(5-((4-methylpiperazin-1-yl)methyl)isoindoline-2-carbonyl)-1,3-phenylene bis(4-methylbenzenesulfonate) CC1=CC=C(C=C1)S(=O)(=O)OC1=CC(=C(C(=C1C(=O)N1CC2=CC=C(C=C2C1)CN1CCN(CC1)C)OCC)C)OS(=O)(=O)C1=CC=C(C=C1)C